O=C1NC(CCC1N1CC2=CC=C(C=C2C1=O)CNC(OCC1CC(C1)C)=O)=O ((1s,3s)-3-methylcyclobutyl)methyl ((2-(2,6-dioxopiperidin-3-yl)-3-oxoisoindolin-5-yl)methyl)carbamate